C(CCCCCCC)OC1CCC(CC1)C(C(=O)O)C (4-(octyloxy)cyclohexyl)propionic acid